9,9-di-n-dodecylfluorene C(CCCCCCCCCCC)C1(C2=CC=CC=C2C=2C=CC=CC12)CCCCCCCCCCCC